4-(1-{4-[1-(methoxycarbonyl)cyclopropyl]phenyl}piperidin-4-yl)-1-methyl-1H-1,2,3-triazole-5-carboxylic acid COC(=O)C1(CC1)C1=CC=C(C=C1)N1CCC(CC1)C=1N=NN(C1C(=O)O)C